4-methyl-styrene sulfonium salt [SH3+].CC1=CC=C(C=C)C=C1